ClC1=C(C=C(C=C1)S(=O)(=O)NC1=CC=2C(C3=CC=CC=C3C(C2C(=C1O)O)=O)=O)C(F)(F)F 4-chloro-N-(3,4-dihydroxy-9,10-dioxo-9,10-dihydroanthracen-2-yl)-3-trifluoromethylbenzenesulfonamide